NC1=NC2=C(C=3N1N=C(N3)C=3OC=CC3)C=NN2[C@@](C(=O)N[C@H]2[C@H](CCC2)O)(C)C2=CC=CC=C2 (S)-2-(5-amino-2-(furan-2-yl)-7H-pyrazolo[4,3-e][1,2,4]triazolo[1,5-c]pyrimidin-7-yl)-N-((1R,2S)-2-hydroxycyclopentyl)-2-phenylpropanamide